N-(5-((cis)-4-hydroxy-3-methylpiperidin-1-yl)-7-(N-(1-methylcyclopropyl)sulfamoyl)quinolin-2-yl)bicyclo[1.1.0]butane-1-carboxamide O[C@@H]1[C@@H](CN(CC1)C1=C2C=CC(=NC2=CC(=C1)S(NC1(CC1)C)(=O)=O)NC(=O)C12CC2C1)C